C1(CC1)[C@H](N)C1=NC=CC=C1 (S)-cyclopropyl(pyridine-2-yl)methanamine